5-(5-chloropyridin-3-yl)-N-[(4-cyclopropanesulfonylpyridin-2-yl)methyl]-1,3-thiazole-2-carboxamide ClC=1C=C(C=NC1)C1=CN=C(S1)C(=O)NCC1=NC=CC(=C1)S(=O)(=O)C1CC1